ClC1=CC=C2C(=N1)N(C=C2C=2C(=NC=CC2)OCC(F)(F)F)COCC[Si](C)(C)C 6-chloro-3-(2-(2,2,2-trifluoroethoxy)pyridin-3-yl)-1-((2-(trimethylsilyl)ethoxy)methyl)-1H-pyrrolo[2,3-b]pyridine